acryloyl laurate C(CCCCCCCCCCC)(=O)OC(C=C)=O